5-(6-(benzyloxy)-2-(2-(1-(tert-butyl)-3,5-dimethyl-1H-pyrazol-4-yl)ethyl)-8-fluoro-1,2,3,4-tetrahydroisoquinolin-7-yl)-1,2,5-thiadiazolidin-3-one 1,1-dioxide C(C1=CC=CC=C1)OC=1C=C2CCN(CC2=C(C1N1CC(NS1(=O)=O)=O)F)CCC=1C(=NN(C1C)C(C)(C)C)C